trans-4-propyl-4'-ethyl-1,1'-bicyclohexyl C(CC)C1CCC(CC1)C1CCC(CC1)CC